CS(=O)(=O)OCCCC=1C=NN(C(C1C)=O)C1OCCCC1 3-(5-methyl-6-oxo-1-(tetrahydro-2H-pyran-2-yl)-1,6-dihydropyridazin-4-yl)propyl methanesulfonate